9-(1-(1-(cyclopropanesulfonyl)piperidin-4-yl)-1H-pyrazol-4-yl)-6-isopropyl-10-methoxy-2-oxo-6,7-dihydro-2H-pyrido[2,1-a]phthalazine-3-carboxylic acid C1(CC1)S(=O)(=O)N1CCC(CC1)N1N=CC(=C1)C=1C=C2CN(N3C(C2=CC1OC)=CC(C(=C3)C(=O)O)=O)C(C)C